COC1=CC=C(C=C1)CSC1=CC=C2CN(C(C2=C1)=O)C1C(NC(CC1)=O)=O 3-[6-[(4-methoxyphenyl)methylsulfanyl]-1-oxo-isoindolin-2-yl]piperidine-2,6-dione